ethylidenebis[bis(2-hydroxypropyl)amine] toluene-p-sulfonate CC1=CC=C(C=C1)S(=O)(=O)O.C(C)(N(CC(C)O)CC(C)O)N(CC(C)O)CC(C)O